4-methoxyphenyl-1-azido-13-oxo-3,6,9-trioxa-12-azahexadecane COC1=CC=C(C=C1)C(COCCOCCOCCNC(CCC)=O)N=[N+]=[N-]